C(C)(C)C=1C(CCC(C1CCCCCCCCCCCCCCCOC)(C)C)=O 2-isopropyl-3-(15-methoxypentadecyl)-4,4-dimethylcyclohex-2-en-1-one